COC=1C=C(C=NC1)C=1N=NN(C1)C=1C=C2CN(C(C2=CC1)=O)N1C(CCCC1=O)=O 5-[4-(5-methoxypyridin-3-yl)-1,2,3-triazol-1-yl]-1-oxo-3H-isoindol-2-ylpiperidine-2,6-dione